3-{[(2E)-3-(benzenesulfonyl)prop-2-en-1-yl]carbamoyl}-2-oxo-1,2,5,6,7,8-hexahydro-1,6-naphthyridine-6-carboxylic acid cyclopropyl ester C1(CC1)OC(=O)N1CC=2C=C(C(NC2CC1)=O)C(NC\C=C\S(=O)(=O)C1=CC=CC=C1)=O